CN1CC(C2=CC=CC=C12)(C)C 1,3,3-trimethylindol